5-(3,3-difluoropiperidin-1-yl)-N-(1,3-oxazol-2-yl)pentanamide FC1(CN(CCC1)CCCCC(=O)NC=1OC=CN1)F